OB1OCC2=C1C=C(C=C2)C(=O)N[C@H](C(=O)NCCC(=O)O)CNC(=O)C=2C=CC1=C(B(OC1)O)C2 (S)-3-(2,3-bis(1-hydroxy-1,3-dihydrobenzo[c][1,2]oxaborole-6-carboxamido)propanamido)propionic acid